2-(4-Hydroxy-3-nitrophenyl)acetic acid OC1=C(C=C(C=C1)CC(=O)O)[N+](=O)[O-]